4-Chloro-N-(5-(2-(((1r,4r)-4-(dimethylamino)cyclohexyl)amino)-8-ethylquinazolin-6-yl)-6-methylpyridin-2-yl)pyridin-3-sulfonamid ClC1=C(C=NC=C1)S(=O)(=O)NC1=NC(=C(C=C1)C=1C=C2C=NC(=NC2=C(C1)CC)NC1CCC(CC1)N(C)C)C